FC=1C=C(C=CC1)C1=C(C=CC=C1)C(\C=C\C1=CC(=CC=C1)N)=O (E)-1-(3'-fluoro[1,1'-biphenyl]-2-yl)-3-(3-aminophenyl)prop-2-en-1-one